OC=1C=CC(=NC1)C(=O)O 5-hydroxypyridine-2-carboxylic acid